N-(1-amino-4b-hydroxy-7-isopropyl-10-oxo-4b,10-dihydro-9bH-indeno[1,2-b]benzofuran-9b-yl)-2-oxohexanamide NC1=C2C(C3(C(OC4=C3C=CC(=C4)C(C)C)(C2=CC=C1)O)NC(C(CCCC)=O)=O)=O